5-(7-(4-(tert-butyl)phenyl)-3,4-dihydroquinolin-1(2H)-yl)-7-fluoro-[1,2,4]Triazolo[4,3-a]Quinazolin-8-amine C(C)(C)(C)C1=CC=C(C=C1)C1=CC=C2CCCN(C2=C1)C1=NC=2N(C3=CC(=C(C=C13)F)N)C=NN2